C(CC)C1CCC(CC1)C1=CC=C(C=C1)C=1C=CC2=CC=C(C(=C2C1)C=1C(=CC=C2C=CC(=CC12)C1=CC=C(C=C1)C1CCC(CC1)CCC)O)O 7,7'-bis(4-(4-propylcyclohexyl)phenyl)-[1,1'-binaphthyl]-2,2'-diol